potassium ascorbate sodium borohydride [BH4-].[Na+].O=C1C(O)=C([O-])[C@H](O1)[C@@H](O)CO.[K+]